C(C1=CC=CC=C1)OC=1C=C(C=CC1OCC1=CC=CC=C1)[C@H]([C@H](C(=O)OCC)Br)O[Si](C)(C)C(C)(C)C ethyl (2R,3R)-3-(3,4-bis(benzyloxy)phenyl)-2-bromo-3-((tert-butyldimethylsilyl)oxy)propanoate